FC1=CC(=CC2=C1N=C(S2)C2CCNCC2)C=2C=C(C=1N(N2)C=C(N1)C)C 6-[4-fluoro-2-(piperidin-4-yl)-1,3-benzothiazol-6-yl]-2,8-dimethylimidazo[1,2-b]pyridazine